N-(3-chloro-5-(methylsulfonamido)phenyl)-1-phenethyl-1H-pyrazole-4-carboxamide ClC=1C=C(C=C(C1)NS(=O)(=O)C)NC(=O)C=1C=NN(C1)CCC1=CC=CC=C1